1-phenyl-2-(pyridin-2-yl)ethan-1-one C1(=CC=CC=C1)C(CC1=NC=CC=C1)=O